C(C)N1N=CC(=C1)C1(CCCCC1)O 1-(1-ethyl-1H-pyrazol-4-yl)cyclohexan-1-ol